C1(CCCC1)C=1C(=NSN1)O 4-cyclopentyl-1,2,5-thiadiazol-3-ol